BrC1=CC(=C(C(=O)N([C@H]2CN(CCC2)C(=O)OC(C)(C)C)C2=NC=CC3=C2C(=CS3)C#C[Si](C)(C)C(C)(C)C)C=C1)F tert-butyl (3R)-3-[(4-bromo-2-fluoro-benzoyl)-[3-[2-[tert-butyl(dimethyl)silyl]ethynyl]thieno[3,2-c]pyridine-4-yl]amino]piperidine-1-carboxylate